O(C1CCCCC1)C1CCCCC1 1,1'-oxo-dicyclohexane